4-(3-nitro-1H-pyrrolo[3,2-b]pyridin-5-yl)piperazine-1-carboxylic acid tert-butyl ester C(C)(C)(C)OC(=O)N1CCN(CC1)C1=CC=C2C(=N1)C(=CN2)[N+](=O)[O-]